C(C=C)C1CN([C@@H]([C@H](C1)C1=CC(=CC=C1)Cl)C1=CC=C(C=C1)Cl)CC1CC1 (5R,6S)-3-allyl-5-(3-chlorophenyl)-6-(4-chlorophenyl)-1-(cyclopropylmethyl)piperidin